propyl-(nonyl)phosphinic acid C(CC)P(O)(=O)CCCCCCCCC